1-(3,5-dichloro-2-hydroxymethylphenyl)-3-(3,5-difluorophenyl)urea ClC=1C(=C(C=C(C1)Cl)NC(=O)NC1=CC(=CC(=C1)F)F)CO